C(C)(C)(C)OC(=O)N1[C@H](C[C@H](C1)OC1=CC=C(C=C1)F)C (2S,4r)-4-(4-fluorophenoxy)-2-methyl-pyrrolidine-1-carboxylic acid tert-butyl ester